NCCCNCCC(=O)O 3-[(3-AMINOPROPYL)AMINO]PROPANOIC ACID